bis[4-(4-maleimidophenylthio) phenyl] ether C1(C=CC(N1C1=CC=C(C=C1)SC1=CC=C(C=C1)OC1=CC=C(C=C1)SC1=CC=C(C=C1)N1C(C=CC1=O)=O)=O)=O